6-(o-tolyl)pyrido[2,3-d]pyridazin-5(6H)-one C1(=C(C=CC=C1)N1N=CC2=C(C1=O)C=CC=N2)C